6-fluoro-7-methylthieno[3,2-b]pyridine-2-carboxylic acid FC=1C(=C2C(=NC1)C=C(S2)C(=O)O)C